(S)-2-(1-(2-hydroxyethyl)-1H-pyrazol-4-yl)-N-(2-methyl-5-(2-(2-methyl-piperidin-1-yl)acetamido)pyridin-3-yl)pyrazolo[5,1-b]thiazole-7-carboxamide OCCN1N=CC(=C1)C1=CN2C(S1)=C(C=N2)C(=O)NC=2C(=NC=C(C2)NC(CN2[C@H](CCCC2)C)=O)C